C(C1=CC=CC=C1)N1C[C@@H]([C@@H](CC1)C)N(C=1C2=C(N=C(N1)Cl)NC=C2)C N-[(3R,4R)-1-benzyl-4-methylpiperidin-3-yl]-2-chloro-N-methyl-7H-pyrrolo[2,3-d]pyrimidin-4-amine